2'-(2-Chloro-5-fluoropyrimidin-4-yl)-3'-methylspiro[cyclopropane-1,6'-thieno[2,3-c]pyrrol]-4'(5'H)-one ClC1=NC=C(C(=N1)C1=C(C2=C(C3(NC2=O)CC3)S1)C)F